BrC=1C(=NC=C(C1)S(=O)(=O)N1CCC(CC1)C1=CC=CC=C1)N 3-bromo-5-[(4-phenyl-1-piperidyl)sulfonyl]pyridin-2-amine